C(CCCCCCC\C=C/CCCCCCCC)(=O)O (9Z)-9-octadecenoic acid